(7R,8aS)-2-(4-bromophenyl)-7-((tert-butyldimethylsilyl)oxy)octahydropyrrolo[1,2-a]pyrazine BrC1=CC=C(C=C1)N1C[C@H]2N(CC1)C[C@@H](C2)O[Si](C)(C)C(C)(C)C